N(C(=N)N)CC(=O)N1CCC(CC1)C1=C(N(C=C1)S(N)(=O)=O)C(=O)O 3-[1-(2-guanidinoacetyl)-4-piperidinyl]-1-sulfamoyl-pyrrole-2-carboxylic acid